C(C[N+](C)(C)C)[N+](C)(C)C ethylenebis(trimethylammonium)